C(C=C)(=O)OCCCC.C=C ethylene n-butyl acrylate